C1(CCCCC1)[C@H]1C[C@H](N(C1)S(=O)(=O)N1CCOCC1)CS(=O)(=O)C1=NC=CC(=C1)CN (2-((((2S,4R)-4-cyclohexyl-1-(morpholinosulfonyl)pyrrolidin-2-yl)methyl)sulfonyl)pyridin-4-yl)methanamine